2-(2-(tritylamino)thiazol-4-yl)acetamide C(C1=CC=CC=C1)(C1=CC=CC=C1)(C1=CC=CC=C1)NC=1SC=C(N1)CC(=O)N